(S)-N-(5-(2-aminopyrazolo[1,5-a]pyridin-5-yl)-2-methylphenyl)-3-methyl-3-phenylisoxazolidine-2-carboxamide NC1=NN2C(C=C(C=C2)C=2C=CC(=C(C2)NC(=O)N2OCC[C@]2(C2=CC=CC=C2)C)C)=C1